C1=CC=CC2=CC3=CC4=CC=CC=C4C=C3C=C12.[C] carbon tetracene